trans-4-guanidinyl-proline N(C(=N)N)[C@@H]1C[C@H](NC1)C(=O)O